ClC=1C=C(C=CC1C(=O)N1CCN(CC1)C(=O)C1CCNCC1)NC(=O)C=1N(C(=CN1)C1=C(C(=C(C=C1)C=1C=NN(C1)C)F)F)C N-[3-chloro-4-[4-(piperidine-4-carbonyl)piperazine-1-carbonyl]phenyl]-5-[2,3-difluoro-4-(1-methyl-pyrazol-4-yl)phenyl]-1-methyl-imidazole-2-carboxamide